ClC=1C=C(C=C2C1NC(C21CCN(CC1)CCOC1=CC=C(C=C1)S(=O)(=O)C)=O)C#N 7-chloro-1'-[2-(4-methanesulfonylphenoxy)ethyl]-2-oxo-1,2-dihydrospiro[indole-3,4'-piperidine]-5-carbonitrile